ClC=1C=CC(=NC1)C(C#N)=C1CCN(CC1)C(=O)N1CC=2C(CC1)=NOC2 2-(5-Chloropyridin-2-yl)-2-(1-(4,5,6,7-tetrahydroisoxazolo[4,3-c]pyridin-5-carbonyl)piperidin-4-yliden)acetonitril